ClC1([C@H]([C@@H]1C1=CC(=CC(=C1)Cl)Cl)C(=O)NC1=CC(=C(C=C1)Cl)NC(=O)[C@@H]1C(C1)(F)F)Cl |&1:25| trans-rac-2,2-Dichloro-N-(4-chloro-3-(2,2-difluorocyclopropane-1-carboxamido)phenyl)-3-(3,5-dichlorophenyl)cyclopropane-1-carboxamide